(S)-N-(4-((3-chlorobenzyl)oxy)benzyl)-2-(methylamino)butanamide ClC=1C=C(COC2=CC=C(CNC([C@H](CC)NC)=O)C=C2)C=CC1